4-azido-3-methylbenzonitrile N(=[N+]=[N-])C1=C(C=C(C#N)C=C1)C